diisopropyl 2,3-dibutylsuccinate C(CCC)C(C(=O)OC(C)C)C(C(=O)OC(C)C)CCCC